4-((3-cyano-6-methyl-4-(trifluoromethyl)pyridin-2-yl)amino)-10-fluoro-6-methyl-5-oxo-3,4,5,6-tetrahydrobenzo[b][1,4]diazocin C(#N)C=1C(=NC(=CC1C(F)(F)F)C)NC1C(N(C2=C(N=CC1)C(=CC=C2)F)C)=O